FC1=C(C=CC=C1)C=1N(C(=C(N1)C1=CC(=CC=C1)OC)C1=CC(=CC=C1)OC)C1(N=C(C(=N1)C1=CC(=CC=C1)OC)C1=CC(=CC=C1)OC)C1=C(C=CC=C1)F 2,2'-bis(2-fluorophenyl)-4,4',5,5'-tetra(3-methoxyphenyl)-1,2'-biimidazole